C(=O)=[Pt]=C=O dicarbonylplatinum